ClC1=CC=C(C=N1)N1N=C(C(=C1)CNC=1C=NC=CC1)CC(=O)O 1-(6-chloropyridin-3-yl)-4-((pyridin-3-ylamino)methyl)-1H-pyrazole-3-acetic acid